BrC1=CN=C(S1)I 5-bromo-2-iodo-thiazole